[(E,1S)-6-(Dimethylamino)-1-[[1-[(5-fluoro-1-methylbenzimidazol-2-yl)methyl]-2-oxo-3-pyridyl]carbamoyl]-6-oxo-hex-4-enyl]N,N-dimethylcarbamat CN(C(/C=C/CC[C@@H](C(NC=1C(N(C=CC1)CC1=NC2=C(N1C)C=CC(=C2)F)=O)=O)OC(N(C)C)=O)=O)C